4-(5-(3-fluorophenyl)-1,3,4-thiadiazol-2-yl)benzaldehyde FC=1C=C(C=CC1)C1=NN=C(S1)C1=CC=C(C=O)C=C1